(2-(N-(tert-butyl)sulfamoyl)-5-isobutyl-4-methylthiophen-3-yl)boric acid C(C)(C)(C)NS(=O)(=O)C=1SC(=C(C1OB(O)O)C)CC(C)C